(S)-tert-butyl 6'-chloro-5-(((1R,2S)-2-((5-sulfamoylpentyl)thio)cyclobutyl)methyl)-3',4,4',5-tetrahydro-2H,2'H-spiro[benzo[b][1,4]oxazepine-3,1'-naphthalene]-7-carboxylate ClC=1C=C2CCC[C@]3(C2=CC1)CN(C1=C(OC3)C=CC(=C1)C(=O)OC(C)(C)C)C[C@@H]1[C@H](CC1)SCCCCCS(N)(=O)=O